6-(2,4-di-tert-butoxypyrimidin-5-yl)-8-(3-ethynylpyrrolidin-1-yl)imidazo[1,2-b]pyridazine C(C)(C)(C)OC1=NC=C(C(=N1)OC(C)(C)C)C=1C=C(C=2N(N1)C=CN2)N2CC(CC2)C#C